2-(2,6-Dichloro-phenyl)-5-[4-(morpholine-4-carbonyl)-phenylamino]-2H-[1,2,3]triazole-4-carboxylic acid amide ClC1=C(C(=CC=C1)Cl)N1N=C(C(=N1)C(=O)N)NC1=CC=C(C=C1)C(=O)N1CCOCC1